O1C2=C(OCC1)C=C(C=C2)/C=C/C(=O)O (E)-3-(2,3-dihydrobenzo[b][1,4]dioxin-6-yl)acrylic acid